Tartrate Tetrahydrate O.O.O.O.C(=O)(O)C(O)C(O)C(=O)O